p-methoxyphenyl-propionaldehyde COC1=CC=C(C=C1)C(C=O)C